di-isopropylamine-tetrazolium salt [NH+]=1NN=NC1.C(C)(C)NC(C)C